C(CCCCC)(=O)ONC(=O)OCC1[C@@]2(CCC#CCC[C@]12C)C (((((1R,8S,9r)-1,8-dimethylbicyclo[6.1.0]non-4-yn-9-yl) methoxy) carbonyl) amino) hexanoate